FC=1C=C(OC2CN(C2)C(=O)OC(C)(C)C)C=C(C1[C@H]1N([C@@H](CC2=C1NC1=CC=CC=C21)C)CC(C)(C)F)F tert-butyl 3-[3,5-difluoro-4-[(1R,3R)-2-(2-fluoro-2-methyl-propyl)-3-methyl-1,3,4,9-tetrahydropyrido[3,4-b]indol-1-yl]phenoxy]azetidine-1-carboxylate